C[Si](OC(CCCCCN(CCCCO)CCCCCC(O[Si](OCCCCCCCC)(C)C)OCCCCCCCC)OCCCCCCCC)(OCCCCCCCC)C 5-(6-((dimethyl(octyloxy)silyl)oxy)-6-(octyloxy)hexyl)-13,13-dimethyl-11-(octyloxy)-12,14-dioxa-5-aza-13-siladocosan-1-ol